1-(7-(4,4,5,5-Tetramethyl-1,3,2-dioxaborolan-2-yl)-2,3-dihydrobenzofuran-3-yl)azetidin-3-ol CC1(OB(OC1(C)C)C1=CC=CC=2C(COC21)N2CC(C2)O)C